FC(CC1=C(C=CC=C1F)NC(=S)C1=C(CCNC1=O)NCC1=C(C=NC=C1)OCC1OCCOC1)F N-[2-(2,2-difluoroethyl)-3-fluoro-phenyl]-4-[[3-(1,4-dioxan-2-ylmethoxy)-4-pyridinyl]methylamino]-6-oxo-2,3-dihydro-1H-pyridine-5-thiocarboxamide